Cl.N1CCC(CCC1)NS(=O)(=O)C N-(azepan-4-yl)methanesulfonamide hydrochloride